ClC1=NC(=NC(=N1)C1=C(C=CC(=C1)OC)F)NC1COC1 4-chloro-6-(2-fluoro-5-methoxyphenyl)-N-(oxetan-3-yl)-1,3,5-triazin-2-amine